4-(2-bromo-4-(methoxycarbonyl)-5-methylphenyl)piperazine-1-carboxylic acid tert-butyl ester C(C)(C)(C)OC(=O)N1CCN(CC1)C1=C(C=C(C(=C1)C)C(=O)OC)Br